S(=O)(=O)(O)CC.C(CCCCCCCCCCCCCCC(C)C)OC([C@@H](N)CC(C)C)=O leucine isostearyl ester esylate